C(C)N(CCC1=CNC2=C(C=C(C=C12)OC)F)C N-ethyl-2-(7-fluoro-5-methoxy-1H-indol-3-yl)-N-methylethan-1-amine